C1[C@H]([C@@H](C([C@@H]([C@H]1[NH3+])O)O)O)[NH3+] The molecule is an organic cation obtained by protonation of the two free amino groups of 2-deoxystreptamine; major species at pH 7.3. It is an ammonium ion derivative and an organic cation. It is a conjugate acid of a 2-deoxystreptamine(1+).